[2H]C(=O)C acetaldehyde-1-d1